O(C1=CC=CC2=C1N=C(S2)N)C2=CC=CC1=C2N=C(S1)N oxybis(2-aminobenzothiazole)